NC=1C=C(C=CC(=O)O)C=CC1 3-aminocinnamic acid